2-nitrophenyl formate C(=O)OC1=C(C=CC=C1)[N+](=O)[O-]